COC1=C(NCC#CC=2C=C(C3=C(N(C=N3)CC(F)(F)F)C2)C(=O)N[C@H]2[C@@H](CN(CC2)C)C(F)(F)F)C=CC(=C1)S(=O)(=O)C |r| racemic-trans-6-[3-(2-methoxy-4-methylsulfonyl-anilino)prop-1-ynyl]-N-[1-methyl-3-(trifluoromethyl)-4-piperidyl]-1-(2,2,2-trifluoroethyl)benzimidazole-4-carboxamide